BrCC1=CC=C(C=C1)C1=CC=C(C=C1)OCC1=CC=CC=C1 4-(bromomethyl)-4'-(phenylmethoxy)-1,1'-biphenyl